N-(5-fluoro-6-(1-isopropyl-7-(methylsulfonyl)-2-oxo-1,4-dihydropyrimido[4,5-d]pyrimidin-3(2H)-yl)pyridin-3-yl)-1-(4-fluorophenyl)methanesulfonamide FC=1C=C(C=NC1N1C(N(C2=NC(=NC=C2C1)S(=O)(=O)C)C(C)C)=O)NS(=O)(=O)CC1=CC=C(C=C1)F